(R)-α-methoxy-phenyl-acetic acid CO[C@@H](C(=O)O)C1=CC=CC=C1